N-Formyl-glycine C(=O)NCC(=O)O